4-((1-(cyclopropylmethyl)-1H-pyrazol-4-yl)methyl)-1-ethyl-1H-pyrazol C1(CC1)CN1N=CC(=C1)CC=1C=NN(C1)CC